4-[3,5-Bis(2-hydroxyphenyl)-1H-1,2,4-triazol-1-yl]-benzoic acid OC1=C(C=CC=C1)C1=NN(C(=N1)C1=C(C=CC=C1)O)C1=CC=C(C(=O)O)C=C1